3-[(1R,2S)-2-(3-bromo-4-methylphenyl)cyclopropyl]-1-cyclopropyl-1-[(3R)-1-(pyridazin-3-yl)piperidin-3-yl]urea BrC=1C=C(C=CC1C)[C@H]1[C@@H](C1)NC(N([C@H]1CN(CCC1)C=1N=NC=CC1)C1CC1)=O